FC(C=1C=C(CONC2=CC=CC=C2)C=CC1)(F)F [3-(trifluoromethyl)benzyloxy]aniline